[Cl-].N1=C(C=CC=2CCCCC12)[C+]=O 5,6,7-trihydroquinolinecarbonylium chloride